bis(4-tertiary butyl-benzene) iodonium hexafluorophosphate F[P-](F)(F)(F)(F)F.[IH2+].C(C)(C)(C)C1=CC=CC=C1.C(C)(C)(C)C1=CC=CC=C1